BrCC=1C(=CC=CC1)CBr α,α'-dibromo-xylene